ClC=1C=C(C=CC1OC[C@H]1COCC1)NC=1C2=C(N=CN1)C=CC(=N2)N2[C@@H]1CN([C@H](C2)C1)C(=O)OC(C)(C)C (1S,4S)-tert-Butyl 5-(4-((3-chloro-4-(((R)-tetrahydrofuran-3-yl)methoxy)phenyl)amino)pyrido[3,2-d]pyrimidin-6-yl)-2,5-diazabicyclo[2.2.1]heptane-2-carboxylate